OCC1=C(C=C(C=C1)NC(=O)C1=CSC=2CN(CCC21)C(=O)C=2C=NN1C2C=NC=C1)C(F)(F)F N-(4-(hydroxymethyl)-3-(trifluoromethyl)phenyl)-6-(pyrazolo[1,5-a]pyrazine-3-carbonyl)-4,5,6,7-tetrahydrothieno[2,3-c]pyridine-3-carboxamide